silver-copper hydroxide [Cu](O)O.[Ag]